N1=C(C=CC=C1)N1CCN(C2=CC=CC=C12)C(=O)NC1CCN(CC1)C(=O)OC(C)(C)C tert-butyl 4-(4-(pyridin-2-yl)-1,2,3,4-tetrahydroquinoxaline-1-carboxamido)piperidine-1-carboxylate